tri(p-t-butoxyphenyl)sulfur C(C)(C)(C)OC1=CC=C(C=C1)[S](C1=CC=C(C=C1)OC(C)(C)C)C1=CC=C(C=C1)OC(C)(C)C